8-(2-cyclopropyl-4-(trifluoromethyl)phenyl)-9-(4-((1-(3-fluoropropyl)azetidin-3-yl)methyl)phenyl)-6,7-dihydro-5H-benzo[7]annulene-3-carboxylic acid, hydrochloride Cl.C1(CC1)C1=C(C=CC(=C1)C(F)(F)F)C=1CCCC2=C(C1C1=CC=C(C=C1)CC1CN(C1)CCCF)C=CC(=C2)C(=O)O